(hydroxymethyl)-2,7-dimethyl-1,4,7,10-tetraazacyclotetradecane OCN1C(CNCCN(CCNCCCC1)C)C